NC1=C(CN2C(N(C(C3=CC=C(C=C23)C(=O)NCC2=C(C=C(C=C2F)F)F)C)C)=O)C(=CC=C1)F 1-(2-amino-6-fluorobenzyl)-3,4-dimethyl-2-oxo-N-(2,4,6-trifluorobenzyl)-1,2,3,4-tetrahydro-quinazoline-7-carboxamide